1-amino-2,4-dinitrobenzene NC1=C(C=C(C=C1)[N+](=O)[O-])[N+](=O)[O-]